O(C1=CC=CC=C1)CC(=O)Cl 2-(phenoxy)acetyl chloride